O[C@H]1C[C@@H](N(CC1)C(=O)OCC1=CC=CC=C1)C1=CC=C(C=C1)C(=O)OC |r| (±)-trans-benzyl 4-hydroxy-2-(4-(methoxycarbonyl)phenyl)piperidine-1-carboxylate